tungsten(VI) dioxydiiodide O(OI)I.[W+6]